trans-3-methyl-1-(6-(2-methyl-2H-pyrazolo[3,4-b]pyridin-5-yl)thieno[2,3-b]pyridin-2-yl)-3-(trifluoromethyl)cyclobutanol CC1(CC(C1)(O)C1=CC=2C(=NC(=CC2)C2=CC=3C(N=C2)=NN(C3)C)S1)C(F)(F)F